OCC[N+](C)(C)C.C([C@H](O)[C@@H](O)[C@H](O)CO)O xylitol choline